benzoyl-carbonyl-succinimide C(C1=CC=CC=C1)(=O)C(=O)C1C(=O)NC(C1)=O